C1(=CC=CC=C1)C(CC(=O)O)(CCC(=O)O)O 3-phenyl-3-hydroxyadipic acid